CC(C1C(O1)Cl)C(CC)C 3,4-Dimethyl-1,2-epoxychlorohexan